BrC1=NN(C(=C1)C(=O)NC=1C=CC=2N(C1C(=O)NC1CC1)N=CC2)C2=NC=CC=C2Cl 6-(3-Bromo-1-(3-chloropyridin-2-yl)-1H-pyrazol-5-carboxamido)-N-cyclopropylpyrazolo[1,5-a]pyridin-7-carboxamid